2-((1r,4r)-4-((4-(4-(4-(2,6-Dioxopiperidin-3-yl)phenyl)piperazin-1-yl)piperidin-1-yl)methyl)cyclohexyl)-N-(imidazo[1,2-b]pyridazin-3-yl)-6-methoxy-2H-indazole-5-carboxamide O=C1NC(CCC1C1=CC=C(C=C1)N1CCN(CC1)C1CCN(CC1)CC1CCC(CC1)N1N=C2C=C(C(=CC2=C1)C(=O)NC1=CN=C2N1N=CC=C2)OC)=O